1-(4-((3-(3-fluoro-4-methoxyphenyl)imidazo[1,2-a]pyrazin-8-yl)amino)-2-methylbenzoyl)-N-((3-hydroxypyrrolidin-3-yl)methyl)piperidine-4-carboxamide 2,2,2-trifluoroacetate FC(C(=O)O)(F)F.FC=1C=C(C=CC1OC)C1=CN=C2N1C=CN=C2NC2=CC(=C(C(=O)N1CCC(CC1)C(=O)NCC1(CNCC1)O)C=C2)C